ClC1=NC=C(C(=N1)OCC1=CC(=C(C=C1)C=1N(C=C(N1)C(F)(F)F)C)F)OC 2-chloro-4-[[3-fluoro-4-[1-methyl-4-(trifluoromethyl)imidazol-2-yl]phenyl]methoxy]-5-methoxy-pyrimidine